2-isopropyl-oxazoline C(C)(C)C=1OCCN1